ClC=1C=C(C=CC1)C(C)(C)NC1=NC2=C(N1)C=CC=C2CN2C(OC=C2)=N N-[2-(3-chlorophenyl)propan-2-yl]-4-[(2-imino-2,3-dihydro-1,3-oxazol-3-yl)methyl]-1H-1,3-benzodiazole-2-amine